FC(OC=1C=C(C=CC1F)C=1C=C2C(=NC1)C=NN2CC(=O)O)F 2-(6-(3-(difluoromethoxy)-4-fluorophenyl)-1H-pyrazolo[4,3-b]pyridin-1-yl)acetic acid